(R)-N-(6-(3-(3,5-difluorophenyl)isoxazolidin-2-yl)pyrimidin-4-yl)-3-methoxy-7-(4-methyl-Piperazin-1-yl)-9H-carbazol-2-amine FC=1C=C(C=C(C1)F)[C@@H]1N(OCC1)C1=CC(=NC=N1)NC1=CC=2NC3=CC(=CC=C3C2C=C1OC)N1CCN(CC1)C